diphenyl-(6-chloro-4-difluoromethyl-quinolin-2-yl)phosphorus C1(=CC=CC=C1)P(C1=NC2=CC=C(C=C2C(=C1)C(F)F)Cl)C1=CC=CC=C1